4,6-dihydroxy-m-phenylenediamine OC1=C(C=C(C(=C1)O)N)N